BrC1=CC=C(C=C1)C1=C(C(C2=CC=CC=C2)=NN)C=CC=C1 4-bromo-phenyl-benzophenone hydrazone